1H-imidazole-5-carboxylate N1C=NC=C1C(=O)[O-]